4-bromo-N'-hydroxybenzamidine BrC1=CC=C(C(=NO)N)C=C1